C(C)(C)OC=1C=C(C=CC1)N1CC2=CC=C(C=C2CC1)CCC(=O)O 3-(2-(3-Isopropoxyphenyl)-1,2,3,4-tetrahydroisoquinolin-6-yl)propanoic acid